CP(=O)(C)C1=CC(=C(C=C1)CC1CC2(CNC2)C1)C(F)(F)F 6-[[4-dimethylphosphoryl-2-(trifluoromethyl)phenyl]methyl]-2-azaspiro[3.3]heptane